CNCCC1CN(C2=CC=CC=C12)C=1C2=C(N=CN1)SC(=N2)C(=O)NC2CCOCC2 7-[3-[2-(methylamino)ethyl]Indolin-1-yl]-N-tetrahydropyran-4-yl-thiazolo[5,4-d]Pyrimidine-2-carboxamide